(2E)-N-[4-(difluoromethyl)-5-fluoro-2-methylpyridin-3-yl]-3-[1-(oxan-2-yl)indazol-6-yl]prop-2-enamide FC(C1=C(C(=NC=C1F)C)NC(\C=C\C1=CC=C2C=NN(C2=C1)C1OCCCC1)=O)F